tert-butyl 4-{5-[1-{[(S)-tert-butylsulfinyl]amino}-1-(4-fluorophenyl)ethyl]pyrimidin-2-yl}piperazine-1-carboxylate C(C)(C)(C)[S@](=O)NC(C)(C1=CC=C(C=C1)F)C=1C=NC(=NC1)N1CCN(CC1)C(=O)OC(C)(C)C